OCC(C#N)=C 2-(hydroxymethyl)acrylonitrile